4-hexadecyl-sulfonyl-aniline tert-butyl-N-{1-[N'-(5,5,5-trifluoropentanoyl)hydrazinecarbonyl]piperidin-4-yl}carbamate C(C)(C)(C)OC(NC1CCN(CC1)C(=O)NNC(CCCC(F)(F)F)=O)=O.C(CCCCCCCCCCCCCCC)S(=O)(=O)C1=CC=C(N)C=C1